C1(CCC1)N1C(=NC2=C1C=CC=C2)C=2C(=C(C(=C(C2F)OC)O)O)C 4-(1-cyclobutyl-1H-benzo[d]imidazol-2-yl)-5-fluoro-6-methoxy-3-methylbenzene-1,2-diol